bisdecyl-dimethyl-ammonium bromide [Br-].C(CCCCCCCCC)[N+](C)(C)CCCCCCCCCC